carbon decadiene C=CC=CCCCCCC.[C]